C(C)OC1=C(C(=C(CO)C=C1)F)F 4-ethoxy-2,3-difluorobenzyl alcohol